COC=1N=CC=C(C(=O)N)C1 6-methoxyisonicotinamide